4-glycidoxybutyl-triethoxysilane C(C1CO1)OCCCC[Si](OCC)(OCC)OCC